CC1=CC2=CC(=CC=C2C=C1)C 2,7-dimethyl-naphthalene